C1(CCCCCCC1)C(NC(=O)C=1N(N=CC1)C)C=1NC2=C(C(=NC(=C2)CN2CCNCC2)OC)N1 N-{cyclooctyl-[4-methoxy-6-(piperazin-1-ylmethyl)-1H-imidazo[4,5-c]pyridin-2-yl]-methyl}-2-methylpyrazole-3-carboxamide